ClC=1C=C2C=C(C3(N(C2=CC1)CC(C(N3)=O)(C)C)C3=CC=CC=C3)F 8-Chloro-5-fluoro-2,2-dimethyl-4a-phenyl-4,4a-dihydro-1H-pyrimido[1,2-a]quinolin-3(2H)-one